NC1=CC=CC(=N1)S(=O)(=O)NC(=O)C=1C(=NC(=CC1)C1=CC(=CC(=C1)OCC(C)C)F)OC(C)C=1C=NC=CC1 N-[(6-Amino-2-pyridyl)sulfonyl]-6-(3-fluoro-5-isobutoxyphenyl)-2-[1-(3-pyridyl)ethoxy]pyridin-3-carboxamid